N-(4-cyano-2-fluoro-phenyl)-5-[2-fluoro-5-(hydroxymethyl)phenyl]-1H-pyrrole-3-sulfonamide C(#N)C1=CC(=C(C=C1)NS(=O)(=O)C1=CNC(=C1)C1=C(C=CC(=C1)CO)F)F